CNC(=O)C=1N=C2N(C(=NC(=C2)N/N=C/C=2C=C(C=CC2)C)N2CCOCC2)C1 N-methyl-5-morpholino-7-[(2E)-2-(m-tolylmethylene)hydrazino]imidazo[1,2-c]pyrimidine-2-carboxamide